Tert-butyl 2-(diethoxyphosphoryl)-4-((trimethylsilyl)ethynyl)benzylcarbamate C(C)OP(=O)(OCC)C1=C(CNC(OC(C)(C)C)=O)C=CC(=C1)C#C[Si](C)(C)C